OCCC=C(C(=O)O)C.C(C(=C)C)(=O)OCCO hydroxyethyl methacrylate (hydroxy ethylmethyl acrylate)